CC(CCCCCCCCCCCCC)C=1NC(OC1)=O 4-(pentadecan-2-yl)oxazol-2(3H)-one